ClC1=CC(=C(C2=CC=CC=C12)N1C(C=CC1=O)=O)C 1-(4-chloro-2-methylnaphthalen-1-yl)-1H-pyrrole-2,5-dione